NC1=NC=CC=C1C1=NC=2C(=NC=CC2)N1C1=CC=C(CN2CCC(CC2)NC(C2=NC=CC=C2C#N)=O)C=C1 N-(1-(4-(2-(2-Aminopyridin-3-yl)-3H-imidazo[4,5-b]pyridin-3-yl)benzyl)piperidin-4-yl)-3-cyanopicolinamide